3-(4-(2-(2-(2-azidoethoxy)ethoxy)ethoxy)phenyl)-6-methyl-1,2,4,5-tetrazine N(=[N+]=[N-])CCOCCOCCOC1=CC=C(C=C1)C=1N=NC(=NN1)C